benzyl 4-(4-nitrophenoxy)carbonyloxyoctanoate [N+](=O)([O-])C1=CC=C(OC(=O)OC(CCC(=O)OCC2=CC=CC=C2)CCCC)C=C1